2-((1R,6R)-6-aminocyclohex-3-en-1-yl)-3-bromo-5-chloro-N-(2-fluorobenzyl)thieno[3,2-b]pyridin-7-amine N[C@@H]1CC=CC[C@H]1C1=C(C2=NC(=CC(=C2S1)NCC1=C(C=CC=C1)F)Cl)Br